CC1(CC=C(CC1)C=1C=C(C=C2C=C(C=NC12)C(=O)N[C@@H](CO)C)OC)C (R)-8-(4,4-dimethylcyclohex-1-en-1-yl)-N-(1-hydroxypropan-2-yl)-6-methoxyquinoline-3-carboxamide